N-(2-(2-(Isopropylamino)ethoxy)-5-(3'-methyl-2'-oxo-2',3'-dihydrospiro[cyclobutane-1,1'-pyrrolo[2,3-c][1,7]naphthyridin]-8'-yl)pyridin-3-yl)methanesulfonamide C(C)(C)NCCOC1=NC=C(C=C1NS(=O)(=O)C)C1=CC=2C3=C(C=NC2C=N1)N(C(C31CCC1)=O)C